N-(2-((2-(dimethylamino)ethyl)(methyl)amino)-4-methoxy-5-((4-(3-methyl-1H-indol-1-yl)pyrimidin-2-yl)amino)phenyl)acrylamide CN(CCN(C1=C(C=C(C(=C1)OC)NC1=NC=CC(=N1)N1C=C(C2=CC=CC=C12)C)NC(C=C)=O)C)C